C(#N)C=1C=C2C(=NC1)N(N=C2)C2=CC(=C(C=N2)C(=O)O)NC2CC2 6-(5-cyanopyrazolo[3,4-b]pyridin-1-yl)-4-(cyclopropylamino)pyridine-3-carboxylic acid